pentabromovaleronitrile BrC(C(C(C#N)(Br)Br)(Br)Br)C